benzophenon methyl-o-benzoylbenzoate COC(C1=C(C=CC=C1)C(C1=CC=CC=C1)=O)=O.C(C1=CC=CC=C1)(=O)C1=CC=CC=C1